1-(4-(1,4-dimethyl-2-(4-(methylsulfonyl)phenyl)-1H-pyrrolo[3,2-c]pyridin-6-yl)benzyl)-4-methylpiperidin CN1C(=CC=2C(=NC(=CC21)C2=CC=C(CN1CCC(CC1)C)C=C2)C)C2=CC=C(C=C2)S(=O)(=O)C